FC(CN1N=CC(=C1)S(=O)(=O)N1N=C2C(=C1)CN(C2)C(C(OC)C2=NC=CC=C2F)=O)F 1-(2-{[1-(2,2-difluoroethyl)-1H-pyrazol-4-yl]sulfonyl}-2H,4H,5H,6H-pyrrolo[3,4-c]pyrazol-5-yl)-2-(3-fluoropyridin-2-yl)-2-methoxyethan-1-one